C(C)(C)(C)OC(=O)N[C@@H](CC=1[N+](=CSC1)[O-])C(=O)OC.FC(C(=O)CC1=CC=CC=C1)(F)F trifluorophenyl-acetone 4-[(2S)-2-[(tert-butoxycarbonyl)amino]-3-methoxy-3-oxopropyl]-1,3-thiazol-3-ium-3-olate